CN(C(=O)C1CNCCC1)C l-N,N-dimethyl-piperidine-3-carboxamide